(S)-7-((6-((ethyl(methyl)amino)methyl)-5-(tetrahydrofuran-3-yl)pyridin-2-yl)amino)-4-(7-fluoroimidazo[1,2-a]pyridin-3-yl)isoindolin-1-one C(C)N(C)CC1=C(C=CC(=N1)NC=1C=CC(=C2CNC(C12)=O)C1=CN=C2N1C=CC(=C2)F)[C@H]2COCC2